N1C=C(C2=CC=CC=C12)CCNC(C1=C(C=CC(=C1)N)C)=O N-(2-(1H-indol-3-yl)ethyl)-5-amino-2-methylbenzamide